BrC=1C(=NN(C1)C[C@](C(=O)NC1=CC(=C(C=C1)C#N)C(F)(F)F)(C)O)F (S)-3-(4-bromo-3-fluoro-1H-pyrazol-1-yl)-N-(4-cyano-3-(trifluoromethyl)phenyl)-2-hydroxy-2-methylpropanamide